N2-(2-(1-(Cyclopropylsulfonyl)-1H-pyrazol-4-yl)pyrimidin-4-yl)-5-(1-(difluoromethyl)-1H-pyrazol-3-yl)-N4-(((1r,3r)-3-((dimethylamino)methyl)cyclobutyl)methyl)pyridine-2,4-diamine C1(CC1)S(=O)(=O)N1N=CC(=C1)C1=NC=CC(=N1)NC1=NC=C(C(=C1)NCC1CC(C1)CN(C)C)C1=NN(C=C1)C(F)F